2,3-dichloro-6-(5-fluoro-3-pyridyl)pyridine ClC1=NC(=CC=C1Cl)C=1C=NC=C(C1)F